(Z)-methyl 3-(((4-(N-methyl-2-(4-methylpiperazin-1-yl) acetamido) phenyl) amino) (phenyl) methylene)-2-oxo-2,3-dihydro-1H-pyrrolo[3,2-b]pyridine-6-carboxylate CN(C(CN1CCN(CC1)C)=O)C1=CC=C(C=C1)N\C(=C\1/C(NC=2C1=NC=C(C2)C(=O)OC)=O)\C2=CC=CC=C2